CC=1NC(=C(CC1C(=O)O)C(=O)O)C 1,4-dihydro-2,6-Dimethyl-3,5-pyridinedicarboxylic acid